benzyl (imino(4-(((S)-2-((2R,4S)-4-phenylpiperidine-2-carboxamido)propanamido)methyl)phenyl)methyl)carbamate N=C(C1=CC=C(C=C1)CNC([C@H](C)NC(=O)[C@@H]1NCC[C@@H](C1)C1=CC=CC=C1)=O)NC(OCC1=CC=CC=C1)=O